5-cyclopropyl-N-(((2S,3R,6R)-2,6-dimethylmorpholin-3-yl)methyl)pyrimidin-2-amine hydrochloride Cl.C1(CC1)C=1C=NC(=NC1)NC[C@H]1NC[C@H](O[C@H]1C)C